(R)-3-(4-(2,7-diazaspiro[3.5]nonan-7-yl)phenyl)-10-methyl-9,10,11,12-tetrahydro-8H-[1,4]diazepino[5',6':4,5]thieno[3,2-f]quinolin-8-one C1NCC12CCN(CC2)C2=CC=C(C=C2)C2=NC=1C=CC3=C(C1C=C2)C2=C(S3)C(N[C@@H](CN2)C)=O